OC1C=2N(CC=CC1)N=C1C2CN([C@@H](C1)C)C(=O)OC(C)(C)C (3R)-tert-Butyl 11-hydroxy-3-methyl-3,4,10,11-tetrahydro-1H-pyrido[4',3':3,4]pyrazolo-[1,5-a]azepine-2(7H)-carboxylate